C(C(=C)C)(=O)OCCCC[Si](OCC)(OCC)OCC 4-methacryloxybutyltriethoxysilane